(S)-2-(((6-oxyl)-5-(Trifluoromethyl)-1,6-dihydropyridazin-4-yl)amino)propanamide OC1C(=C(C=NN1)N[C@H](C(=O)N)C)C(F)(F)F